CNCC1=NC(=NN1)C1=NC=CC=C1 N-methyl-1-(3-(pyridin-2-yl)-1H-1,2,4-triazol-5-yl)methanamine